CN1C(=NC2=C3CC[C@@H](N(C3=CC=C21)C(=O)OC)C)CCC=2C=NC=CC2 methyl (S)-3,7-dimethyl-2-(2-(pyridin-3-yl)ethyl)-3,7,8,9-tetrahydro-6H-imidazo[4,5-f]quinoline-6-carboxylate